COC1=NC2=CC(=CC=C2C=C1C(=O)OCC)B1OC(C(O1)(C)C)(C)C ethyl 2-methoxy-7-(4,4,5,5-tetramethyl-1,3,2-dioxaborolan-2-yl)quinoline-3-carboxylate